F[C@@H]1CN(CC[C@@H]1NC1=NN2C(C(=N1)OC)=C(C=C2)C=2C=CC1=C(N(N=N1)[C@@H](CF)C)C2)C2COC2 N-((3R,4S)-3-fluoro-1-(oxetan-3-yl)piperidin-4-yl)-5-(1-((R)-1-fluoropropan-2-yl)-1H-benzo[d][1,2,3]triazol-6-yl)-4-methoxypyrrolo[2,1-f][1,2,4]triazin-2-amine